N-(6-(1-((3S,4S)-4-hydroxy-3-methyltetrahydrofuran-3-yl)piperidin-4-yl)-7-methylisoquinolin-3-yl)-2-(pyridin-2-yl)cyclopropane-1-carboxamide O[C@H]1[C@@](COC1)(C)N1CCC(CC1)C=1C=C2C=C(N=CC2=CC1C)NC(=O)C1C(C1)C1=NC=CC=C1